OC1=C(C=C(C=O)C=C1)C(F)(F)F 4-hydroxyl-3-trifluoromethylbenzaldehyde